NC1=NC(=C(C=2N1N=C(N2)CC2=NC=CC=C2OC)C2=CC=NN2CC)C=2C=C(C#N)C=CC2 3-(5-amino-8-(1-ethyl-1H-pyrazol-5-yl)-2-((3-methoxypyridin-2-yl)methyl)-[1,2,4]triazolo[1,5-c]pyrimidin-7-yl)benzonitrile